tert-Butyl 4-[2-[4-(4-chlorophenyl)-2-cyclopropyl-5-(4-pyridyl)imidazol-1-yl]acetyl]piperazine-1-carboxylate ClC1=CC=C(C=C1)C=1N=C(N(C1C1=CC=NC=C1)CC(=O)N1CCN(CC1)C(=O)OC(C)(C)C)C1CC1